ClC=1C(=NC(=CC1)Cl)C1=NC2=C(N1C)C=CC=C2 2-(3,6-dichloropyridin-2-yl)-1-methyl-1H-benzo[d]imidazole